S1C(=NC2=C1C=CC=C2)NC(=O)C=2C=CC=C1CCN(CC21)C2=CC=C(C(=N2)C(=O)O)C=2C=NN(C2)CC2=C(C=CC(=C2)F)F 6-[8-(1,3-benzothiazol-2-ylcarbamoyl)-3,4-dihydroisoquinolin-2(1H)-yl]-3-[1-(2,5-difluorobenzyl)-1H-pyrazol-4-yl]pyridine-2-carboxylic acid